C1(=CC=CC=C1)CCNCCC(=O)O N-(2-phenylethyl)-beta-alanine